5-(azetidin-1-ylmethyl)-N-(4-(cis-bicyclo[3.1.0]hexane-3-yloxy)-3-fluoro-5-methylphenyl)-2-(pyrrolidin-1-yl)oxazole-4-carboxamide N1(CCC1)CC1=C(N=C(O1)N1CCCC1)C(=O)NC1=CC(=C(C(=C1)C)OC1CC2CC2C1)F